N1C=C(C2=CC=CC=C12)C(CCO)C1=C(C=CC=C1)Cl 3-(3-Indolyl)-3-(2-chlorophenyl)-1-propanol